(R)-hydroxymethyl-oxirane OC[C@H]1OC1